CC=1C=CC=C(C(=O)O)C1 5-methylbenzoic acid